B(O)(O)O.C1=C(C=CC2=CC=CC=C12)N1C(=NC2=C1C=CC=C2)C2=CC=C(C=C2)CC(O)(C)C(C)(C)O (4-(1-(naphthalene-2-yl)-1H-benzo[d]imidazol-2-yl)phenyl)pinacol borate